2-(((3-aminopyridazin-4-yl)methyl)amino)ethan-1-ol NC=1N=NC=CC1CNCCO